N=1N(N=C2C1C=CC=C2)C=2C=C(C=C(C2O)C(C)(C)C)CCC(=O)OC 3-(2H-benzotriazol-2-yl)-5-(1,1-dimethylethyl)-4-hydroxybenzenepropanoic acid, methyl ester